5'-(2-(6-(naphthalen-1-yl)-2-phenylpyrimidin-4-yl)phenyl)spiro[cyclohexane-1,9'-fluorene]-2'-carbonitrile C1(=CC=CC2=CC=CC=C12)C1=CC(=NC(=N1)C1=CC=CC=C1)C1=C(C=CC=C1)C1=C2C=3C=CC(=CC3C3(C2=CC=C1)CCCCC3)C#N